ClC=1C=C(C(=O)OC)C=C(C1)B1OC(C(O1)(C)C)(C)C methyl 3-chloro-5-(4,4,5,5-tetramethyl-1,3,2-dioxaborolan-2-yl)benzoate